5-(2-((cis)-4-aminocyclohexyl)ethyl)-1-benzyl-N3-methyl-2-oxo-1,2-dihydropyridine-3,5-dicarboxylic acid amide hydrochloride Cl.N[C@H]1CC[C@H](CC1)CCC1(C=C(C(N(C1)CC1=CC=CC=C1)=O)C(=O)NC)C(=O)O